Cl.NC1C(N(CCC1)C)=O 3-amino-1-methyl-piperidin-2-one hydrochloride